1-bromo-2-chlorodibenzo[b,d]furan BrC1=C(C=CC=2OC3=C(C21)C=CC=C3)Cl